C1(CCCCCCC1)C(C(=O)NC1=CC(=C(C=C1)N1CCOCC1)C)NC(=O)C=1C(=NOC1)C N-{1-Cyclooctyl-2-[3-methyl-4-(morpholin-4-yl)anilino]-2-oxo-ethyl}-3-methyl-isoxazole-4-carboxamide